O[C@@H]([C@@H](C(=O)N[C@@H](CC(C)C)B1OC([C@H](N([C@@H](C(O1)=O)C)C)C)=O)NC(C1=NC(=CC=C1)C1=CC=CC=C1)=O)C N-((2S,3R)-3-hydroxy-1-(((R)-3-methyl-1-((5R,7R)-5,6,7-trimethyl-4,8-dioxo-1,3,6,2-dioxazaborocan-2-yl)butyl)amino)-1-oxobutan-2-yl)-6-phenylpicolinamide